2-(2-thiazolyl)-1,4-dihydro-pyrimidine-5-carboxylic acid ethyl ester C(C)OC(=O)C=1CN=C(NC1)C=1SC=CN1